S(C1=C(C(=CC(=C1)C)C(C)(C)C)O)C1=C(C(=CC(=C1)C)C(C)(C)C)O 2,2'-Thio-bis(6-t-butyl-4-methylphenol)